C1(CC1)S(=O)(=O)N1N=CC(=C1)C1=NC=CC(=N1)NC1=NC=C(C(=C1)NC1CCC(CC1)(O)C)C1=NN(C(=C1)F)C (1s,4s)-4-((2-((2-(1-(Cyclopropylsulfonyl)-1H-pyrazol-4-yl)pyrimidin-4-yl)amino)-5-(5-fluoro-1-methyl-1H-pyrazol-3-yl)pyridin-4-yl)amino)-1-methylcyclohexan-1-ol